3,4-Propylenedioxythiophene C1COC2=CSC=C2OC1